OC(C(C=C)C)CO 4,5-dihydroxy-3-methyl-1-pentene